octenamine C(=CCCCCCC)N